C(CC)C1(C=C)CC=C(C=C1)CCC para-di(n-propyl)styrene